CN(C)C N,N-dimethyl-methyl-amine